FC1=C(C=CC=C1)C1OCCC(C1)C(=O)O (2-fluorophenyl)tetrahydro-2H-pyran-4-carboxylic acid